COC1=CC(=C(C=O)C=C1)N1CC(C1)OC 4-methoxy-2-(3-methoxyazetidin-1-yl)benzaldehyde